3',3'-Dimethyl-6-bromo-8-methoxy-Spiro[2H-1-benzopyran-2,2'-[2H]indole]-1'(3'H)-propanol CC1(C2(N(C3=CC=CC=C13)CCCO)OC1=C(C=C2)C=C(C=C1OC)Br)C